4-Methyl-1-[(6-oxo-1,6-dihydropyridin-3-yl)methyl]-5-({2-[6-(2,2,2-trifluoroethyl)quinazolin-4-yl]-2,7-diazaspiro[3.5]non-7-yl}methyl)-1H-indole-2-carbonitrile CC1=C2C=C(N(C2=CC=C1CN1CCC2(CN(C2)C2=NC=NC3=CC=C(C=C23)CC(F)(F)F)CC1)CC1=CNC(C=C1)=O)C#N